C(C)OC(CCOCCOCCOCCNC(OC(C)(C)C)=O)=O 2,2-dimethyl-4-oxo-3,8,11,14-tetraoxa-5-azaheptadecane-17-oic acid ethyl ester